CO[Si](O[Si](O[Si](O[Si](OC)(C)C)(C)C)(C)C)(C)C 1,7-dimethoxyoctamethyl-tetrasiloxane